C(C)(C)(C)OC(=O)NC1(COC1)C(=O)N[C@H](C(=O)OC)CC1=CC=C(C=C1)OC (S)-methyl 2-(3-((tert-butoxycarbonyl)amino)oxetane-3-carboxamido)-3-(4-methoxyphenyl)propanoate